di(methylcyclohexyl) phthalate CC1(CCCCC1)OC(=O)C2=CC=CC=C2C(=O)OC3(CCCCC3)C